ClC=1C(=NC(=NC1)N[C@H]1[C@@H](COCC1)O)C1=CN=C(O1)C1CCNCC1 (3S,4R)-4-((5-chloro-4-(2-(piperidin-4-yl)oxazol-5-yl)pyrimidin-2-yl)amino)tetrahydro-2H-pyran-3-ol